N-(3-((R/S)-1-(((R)-tert-butylsulfinyl)amino)ethyl)-5-fluorophenyl)acetamide C(C)(C)(C)[S@@](=O)N[C@H](C)C=1C=C(C=C(C1)F)NC(C)=O |&1:7|